C(C)OC(COC1=C(C(=CC=C1)Br)OCOC)=O 2-(3-bromo-2-(methoxymethoxy)phenoxy)acetic acid ethyl ester